2-((1R,2R,5S)-8-((benzyloxy)carbonyl)-3,8-diazabicyclo[3.2.1]oct-2-yl)acetic acid C(C1=CC=CC=C1)OC(=O)N1[C@H]2[C@H](NC[C@@H]1CC2)CC(=O)O